N-(tert-butyl)-2-(5-(3,5-dichloro-4-fluorophenyl)-5-(trifluoromethyl)-4,5-dihydroisoxazol-3-yl)-2,3-dihydro-1H-pyrrolo[3,4-c]pyridine-6-carboxamide C(C)(C)(C)NC(=O)C1=CC2=C(C=N1)CN(C2)C2=NOC(C2)(C(F)(F)F)C2=CC(=C(C(=C2)Cl)F)Cl